[Rh+].C[Si](C1C=C(C2=CC=3CCCC3C=C12)C(C)CCC)(C1C=C(C2=CC=CC=C12)C)C Dimethyl-(3-methyl-1H-inden-1-yl)(3-(pentan-2-yl)-1,5,6,7-tetrahydro-s-indacen-1-yl)silane rhodium (I)